tert-Butyl 3-oxo-2,4,5,6,7,8-hexahydropyrido[3,4-b]pyrazine-1-carboxylate O=C1CN(C2=C(N1)CNCC2)C(=O)OC(C)(C)C